ClC1=C2C(=NC(=C1)I)N(C=N2)C 7-chloro-5-iodo-3-methyl-3H-imidazo[4,5-b]pyridine